[C@@H]12CNC[C@H]2C1NC(OC(C)(C)C)=O tert-butyl (1r,5s,6s)-3-azabicyclo[3.1.0]hexane-6-ylcarbamate